3-(3-(2,4-Difluorophenyl)-7-fluoro-4-oxo-3,4-dihydrophthalazin-1-yl)-N-ethylbenzenesulfonamide FC1=C(C=CC(=C1)F)N1N=C(C2=CC(=CC=C2C1=O)F)C=1C=C(C=CC1)S(=O)(=O)NCC